(S)-2-aminocyclohexanol NC1[C@H](CCCC1)O